ClC1=CC2=C(NC(=N2)NC=2C=C(C(=O)NO)C=CC2)C=C1 3-((5-chloro-1H-benzo[d]imidazol-2-yl)amino)-N-hydroxybenzamide